C(C)(C)(C)OC(=O)N1CCN(CC1)C=1C2=CN(N=C2C(=CC1)C(NC1=CC2=CN(N=C2C(=C1OC)C)C)=O)C.C(C=C)OC1=C(C=C(C=C1)/C=C/C(C)=O)O (E)-4-(4-(allyloxy)-3-hydroxyphenyl)but-3-en-2-one tert-butyl-4-{7-[(6-methoxy-2,7-dimethylindazol-5-yl)carbamoyl]-2-methylindazol-4-yl}piperazine-1-carboxylate